tert-butyl 4-(4-chloro-2-fluoro-phenyl)-1,4-diazepane-1-carboxylate ClC1=CC(=C(C=C1)N1CCN(CCC1)C(=O)OC(C)(C)C)F